OC(=O)C(F)(F)F.C1(=CC=CC=C1)C1=CN=C(S1)NC[C@H]1CNCC1 (R)-5-phenyl-N-(pyrrolidin-3-ylmethyl)thiazol-2-amine TFA salt